1-butyl-2,3-dimethylimidazole chloride salt [Cl-].C(CCC)N1C(N(C=C1)C)C